C(C1=CC=CC=C1)N1C([C@@H]2CCCN[C@@H]2C1=O)=O (1s,6r)-8-benzyl-7,9-dioxo-2,8-diazabicyclo[4.3.0]nonane